ClC=1C=NC(=NC1)C1=CC(=C2C=CC(=NC2=C1)C)C1(CC1)NC(C1=C(C=CC(=C1)OC[C@H]1N(CC1)C)C)=O (S)-N-(1-(7-(5-Chloropyrimidin-2-yl)-2-methylquinolin-5-yl)cyclopropyl)-2-methyl-5-((1-methylazetidin-2-yl)methoxy)benzamide